C(C)(C)C=1C2=C(NC1C=1C=C(C=3N(C1)N=CN3)C)C(=C(S2)C(=O)O)C 6-isopropyl-3-methyl-5-(8-methyl-[1,2,4]triazolo[1,5-a]pyridin-6-yl)-4H-thieno[3,2-b]pyrrole-2-carboxylic acid